SC1=CC=CC2=C(C=CC=C12)S 1,5-dimercaptonaphthalene